2-(pyridazin-3-yloxy)ethan-1-ol N1=NC(=CC=C1)OCCO